CC=1C(=NON1)C=1N(C2=C(N1)C=CC=C2N)CC=2C=NC=CC2 2-(4-methyl-1,2,5-oxadiazol-3-yl)-3-(pyridin-3-ylmethyl)benzoimidazol-4-amine